(3S)-8-((3S,5R)-4-acryloyl-3,5-dimethylpiperazin-1-yl)-11-(2,4-difluorophenyl)-3-(methoxymethoxy)-10-(trifluoromethyl)-3,4-dihydro-2H,6H-[1,4]thiazepino[2,3,4-ij]quinazolin-6-one C(C=C)(=O)N1[C@H](CN(C[C@H]1C)C1=NC(N2C3=C(C(=C(C=C13)C(F)(F)F)C1=C(C=C(C=C1)F)F)SC[C@H](C2)OCOC)=O)C